O=C1NC(CCC1N1C(C2=C3C(C(=CC=C13)CNC(CCCCCCCCCCC(=O)OC(C)(C)C)=O)=CC=C2)=O)=O tert-butyl 12-[[1-(2,6-dioxo-3-piperidyl)-2-oxo-benzo[cd]indol-6-yl]methylamino]-12-oxo-dodecanoate